NC/C(/CN1N=C2N(C=C(C=C2)C2=CC(=CC=C2)C2=NNC=N2)C1=O)=C\F 2-[(2E)-2-(aminomethyl)-3-fluoroprop-2-en-1-yl]-6-[3-(1H-1,2,4-triazol-3-yl)phenyl][1,2,4]triazolo[4,3-a]pyridin-3(2H)-one